2'-O-methyl cytidine-5'-triphosphate P(O)(=O)(OP(=O)(O)OP(=O)(O)O)OC[C@@H]1[C@H]([C@H]([C@@H](O1)N1C(=O)N=C(N)C=C1)OC)O